2-phenyloxazole-4-carboxylic acid (1-imidazo[1,2-a]pyrazin-8-yl-pyrrolidin-3-yl)-amide N=1C=CN2C1C(=NC=C2)N2CC(CC2)NC(=O)C=2N=C(OC2)C2=CC=CC=C2